OC=1C=C(C=C2C=C(C=CC12)S(=O)(=O)O)S(=O)(=O)O 8-hydroxy-naphthalen-3,6-disulfonic acid